4-(N'-cyanocarbamimidoyl)thiophen C(#N)N=C(N)C=1C=CSC1